tert-butyl ((6-(fluoro(4-fluorophenyl)methyl)pyridin-3-yl)methyl)carbamate FC(C1=CC=C(C=N1)CNC(OC(C)(C)C)=O)C1=CC=C(C=C1)F